(Z)-3-(4-(3-Azido-2-fluoroprop-1-en-1-yl)-1-oxoisoindolin-2-yl)piperidine-2,6-dione N(=[N+]=[N-])C/C(=C/C1=C2CN(C(C2=CC=C1)=O)C1C(NC(CC1)=O)=O)/F